6-(4-Amino-4-phenylpiperidin-1-yl)-3-(2-chloro-3-methylphenyl)-1H-pyrazolo[3,4-d]pyrimidine-4-carboxamide NC1(CCN(CC1)C1=NC(=C2C(=N1)NN=C2C2=C(C(=CC=C2)C)Cl)C(=O)N)C2=CC=CC=C2